epoxycyclohexyl-methyl-3,4-epoxycyclohexanecarboxylic acid C12(C(CCCC1)O2)C2C(CCC1C2O1)(C(=O)O)C